FC(C(=O)O)(F)F.FC=1C(=NC=C(C1)C=O)C1=C2CCN(C2=CC=C1)C=1C=C(C=2N(N1)C(=CN2)C(=O)N[C@H]2[C@H](C2)F)NC 6-(4-(3-fluoro-5-formylpyridin-2-yl)indolin-1-yl)-N-((1R,2S)-2-fluorocyclopropyl)-8-(methylamino)imidazo[1,2-b]pyridazine-3-carboxamide trifluoroacetate